CN(C)[Hf](C1C=CC=C1)(N(C)C)N(C)C tris(dimethylamino)cyclopentadienyl-hafnium (IV)